N-(5-methyl-2-(3-methylpiperazin-1-yl)pyrimidin-4-yl)-1H-indazol-5-amine CC=1C(=NC(=NC1)N1CC(NCC1)C)NC=1C=C2C=NNC2=CC1